C12C(CC(C=C1)C2)C(=O)OC(C(C(C(C(C(F)F)(F)F)(F)F)(F)F)(F)F)(F)F bicyclo[2.2.1]hept-5-ene-2-carboxylic acid, 1,1,2,2,3,3,4,4,5,5,6,6-dodecafluorohexyl ester